C(C)(C)(C)OC(=O)N(CC1CCC1)CC=1N(C2=CC(=CC=C2C1)CN1N=NC(=C1)C1=C2C=NN(C2=CC(=C1)I)C1OCCCC1)C(=O)OC(C)(C)C Tert-butyl 2-(((tert-butoxycarbonyl)(cyclobutylmethyl)amino)methyl)-6-((4-(6-iodo-1-(tetrahydro-2H-pyran-2-yl)-1H-indazol-4-yl)-1H-1,2,3-triazol-1-yl)methyl)-1H-indole-1-carboxylate